((4-phenoxypiperidin-1-yl)methyl)benzaldehyde O(C1=CC=CC=C1)C1CCN(CC1)CC1=C(C=O)C=CC=C1